pyrimidine-3-carboxamide trifluoroacetate salt FC(C(=O)O)(F)F.N=1CN(C=CC1)C(=O)N